N-[(3S)-9-fluoro-2-oxo-5-phenyl-1,3-dihydro-1,4-benzodiazepine-3-yl]-2-(2-fluorophenyl)-6,7-dihydro-5H-pyrazolo[5,1-b][1,3]Oxazine-3-carboxamide FC1=CC=CC=2C(=N[C@@H](C(NC21)=O)NC(=O)C=2C(=NN1C2OCCC1)C1=C(C=CC=C1)F)C1=CC=CC=C1